NC(C(N[C@H](C(NCCC(=O)OC(C)(C)C)=O)CCCCNC(=O)OCC(Cl)(Cl)Cl)=O)C(C(N[C@H](C(NCCC(=O)OC(C)(C)C)=O)CCCCNC(=O)OCC(Cl)(Cl)Cl)=O)N di-tert-butyl (6S,13S)-9,10-diamino-5,8,11,14-tetraoxo-6,13-bis(4-(((2,2,2-trichloroethoxy) carbonyl) amino) butyl)-4,7,12,15-tetraazaoctadecanedioate